amino-phenyl-alanine NN([C@@H](C)C(=O)O)C1=CC=CC=C1